Cl.FC=1C2=C(C=NC1CN)C=CN2 (7-Fluoro-1H-pyrrolo[3,2-c]pyridin-6-yl)methanamine hydrochloride